C(C1=CC=CC=C1)N1CC=2C(N=C3N(C2CC1)CCN3CC3=C(C=C(C=C3)F)F)=O 7-benzyl-3-(2,4-difluorobenzyl)-2,3,6,7,8,9-hexahydroimidazo[1,2-a]pyrido[3,4-e]pyrimidin-5(1H)-one